[NH4+].ClC1=CC=C(C=C1)C1(N(C(C2=CC(=CC=C12)C(=C)C)=O)CC1=NC=C(C=C1)Cl)O[C@@H]1C[C@H](CC1)O 3-(4-chlorophenyl)-2-((5-chloropyridin-2-yl)methyl)-3-((trans-3-hydroxycyclopentyl)oxy)-6-(prop-1-en-2-yl)isoindolin-1-one ammonium